OCCCNC1=CC(N(C(N1C)=O)C)=O 6-(3-hydroxypropyl-amino)-1,3-dimethyl-uracil